C1(CCCC1)NC1=NC(=NC=C1CO)SC (4-(cyclopentylamino)-2-(methylthio)pyrimidine-5-yl)methanol